2-[4-[6-(dimethylamino)pyridin-3-yl]phenyl]-1,3-benzothiazol-6-amine CN(C1=CC=C(C=N1)C1=CC=C(C=C1)C=1SC2=C(N1)C=CC(=C2)N)C